3-(7-chloro-8-fluoro-2-(2-(4-(2-hydroxyethyl)bicyclo[2.2.2]oct-1-yl)ethoxy)pyrido[4,3-d]pyrimidin-4-yl)-3,8-diazabicyclo[3.2.1]octane-8-carboxylic acid tert-butyl ester C(C)(C)(C)OC(=O)N1C2CN(CC1CC2)C=2C1=C(N=C(N2)OCCC23CCC(CC2)(CC3)CCO)C(=C(N=C1)Cl)F